CC=1C=NC2=CC=CC=C2C1NC1=CC=C(C=C1)CC(=O)N(C1=NC=CC=C1)C1=NC=CC=C1 2-(4-((3-methyl-quinolin-4-yl)amino)phenyl)-N,N-di(pyridin-2-yl)acetamide